2-((5-fluorobenzo[d]oxazol-2-yl)amino)benzo[d]oxazole-5-carboxylic acid FC=1C=CC2=C(N=C(O2)NC=2OC3=C(N2)C=C(C=C3)C(=O)O)C1